ClC1=C(C=C(C=C1)N1N=CN=C1CNC(NCC1=NC=NN1C=1C=NC(=CC1)O)=O)F 3-{[1-(4-chloro-3-fluorophenyl)-1H-1,2,4-triazol-5-yl]methyl}-1-{[1-(6-hydroxypyridin-3-yl)-1H-1,2,4-triazol-5-yl]methyl}urea